COC(CCC1=CC=C(C=C1)OC)=O 3-(4-methoxyphenyl)propanoic acid methyl ester